FC=1C(=C2C(=NC1)NC(=N2)C21COC(CC2)CC1)C1CCN(CC1)C(=O)C1=C(C=C(C=C1)OC(F)(F)F)NC(OC(C)(C)C)=O tert-butyl N-[2-[4-[6-fluoro-2-(2-oxabicyclo[2.2.2]octan-4-yl)-3H-imidazo[4,5-b]pyridin-7-yl]piperidine-1-carbonyl]-5-(trifluoromethoxy)phenyl]carbamate